sodium tri-secondary butyl-borohydride C(C)(CC)[BH-](C(C)CC)C(C)CC.[Na+]